6-fluoro-5-((((1r,3r)-3-(4-fluoro-3-(trifluoromethyl)phenoxy)cyclobutyl)amino)methyl)isoquinolin-8-amine FC=1C(=C2C=CN=CC2=C(C1)N)CNC1CC(C1)OC1=CC(=C(C=C1)F)C(F)(F)F